ethyl-1-({3-[3-(acetylamino) phenyl] phenyl} methyl)-3-hydroxy-2-oxoquinoline-4-carboxylate C(C)OC(=O)C1=C(C(N(C2=CC=CC=C12)CC1=CC(=CC=C1)C1=CC(=CC=C1)NC(C)=O)=O)O